COC=1C=C(C=CC1OC)CC#N (3,4-dimethoxyphenyl)acetonitrile